(1S,4s)-4-(8-(4-chloro-2,6-difluorophenylamino)-2-((1R,3S)-3-hydroxycycloheptylamino)-9H-purin-9-yl)cyclohexanecarboxamide ClC1=CC(=C(C(=C1)F)NC=1N(C2=NC(=NC=C2N1)N[C@H]1C[C@H](CCCC1)O)C1CCC(CC1)C(=O)N)F